3,5-dimethoxy-4-methyl-benzaldehyde COC=1C=C(C=O)C=C(C1C)OC